potassium persulfate (persulfate) S(=O)(=O)([O-])OOS(=O)(=O)O.S(=O)(=O)(O)OOS(=O)(=O)O.[K+]